N-hydroxy-3-oxo-4-(quinolin-7-ylmethyl)-3,4-dihydro-2H-benzo[b][1,4]oxazine-6-carboxamide ONC(=O)C1=CC2=C(OCC(N2CC2=CC=C3C=CC=NC3=C2)=O)C=C1